C(C)NC(=O)[C@H]1O[C@H]([C@@H]([C@@H]1O)O)N1C2=NC(=NC(=C2N=C1)NC)C=1SC=CC1 (2S,3S,4R,5R)-N-ethyl-3,4-dihydroxy-5-(6-(methylamino)-2-(thiophen-2-yl)-9H-purin-9-yl)tetrahydrofuran-2-carboxamide